S-(5'-Adenosyl)-L-methionine iodide [C@@H]1([C@H](O)[C@H](O)[C@@H](C[S+](CC[C@H](N)C(=O)I)C)O1)N1C=NC=2C(N)=NC=NC12